NC1=C2N=CN(C2=NC=N1)C[C@@H](C)OCP(OCCSCCCCCCCCCCCCC#CC=1SC=CC1)(O)=O 2-((14-(thiophen-2-yl)tetradec-13-yn-1-yl)thio)ethyl hydrogen ((((R)-1-(6-amino-9H-purin-9-yl)propan-2-yl)oxy)methyl)phosphonate